BrCC=1C=CC=C2C=CN=C(C12)Cl 8-(bromomethyl)-1-chloroisoquinoline